C(C)(C)(C)OC(=O)N1C2=C(OCC1)N=CC(=C2C)C=2C=C1C=C(N=CC1=C(C2F)Cl)N 7-(3-amino-8-chloro-7-fluoro-6-isoquinolinyl)-8-methyl-2,3-dihydropyrido[2,3-b][1,4]oxazine-1-carboxylic acid tert-butyl ester